FC1=C2C(=CC(=CC2=CC=C1F)O)B1OC(C(O1)(C)C)(C)C 5,6-difluoro-4-(4,4,5,5-tetramethyl-1,3,2-dioxaborolan-2-yl)naphthalen-2-ol